COC1=CC=C(C=C1)COC1=CCC2N(CCNC2)C1 7-[(4-methoxyphenyl)methoxy]-2,3,4,6,9,9a-hexahydro-1H-pyrido[1,2-a]pyrazine